5-isopropenyl-2-oxazoline C(=C)(C)C1CN=CO1